1-isopropyl-N-(piperidin-4-ylmethyl)-8-(pyridin-3-yl)-1H-pyrazolo[3,4-d]pyrrolo[1,2-b]pyridazin-3-amine C(C)(C)N1N=C(C2=C1C=1N(N=C2)C=C(C1)C=1C=NC=CC1)NCC1CCNCC1